1,3-dimethylol-5,5-dimethylhexanoyl-urea C(O)C(C(C(CC(C)(C)C)CO)NC(=O)N)=O